6-(but-3-en-1-yl)-1-methylpyridin-2(1H)-one C(CC=C)C1=CC=CC(N1C)=O